4-cyclopentyl-1H-1,2,4-triazol-5-one C1(CCCC1)N1C=NNC1=O